ClC=1C=CC2=C(N=C(O2)C2CC3(CC(C3)NC(=O)C3CCS(CC3)(=O)=O)C2)C1 N-[6-(5-chloro-1,3-benzoxazol-2-yl)spiro[3.3]Heptane-2-yl]-1,1-dioxo-thiacyclohexane-4-carboxamide